3,5-diphenylimidazole C1(=CC=CC=C1)N1C=NC(=C1)C1=CC=CC=C1